N1N=C(C=C1)C=1N=C2C(=C3C(N=C2)=NC=C3)N1 2-(1H-pyrazol-3-yl)imidazo[4,5-d]Pyrrolo[2,3-b]Pyridine